FC1=CC=C(CN2C(COCC2)=O)C=C1 (4-fluorobenzyl)-3-morpholinone